4-(difluoromethyl)-5-(4-morpholino-6-(thiomorpholino)-1,3,5-triazin-2-yl)pyrimidin-2-amine FC(C1=NC(=NC=C1C1=NC(=NC(=N1)N1CCOCC1)N1CCSCC1)N)F